tert-butyl 5-{[dimethyl(oxo)-λ6-sulfanylidene]amino}-1,2,3,4-tetrahydroquinoline-1-carboxylate CS(=O)(C)=NC1=C2CCCN(C2=CC=C1)C(=O)OC(C)(C)C